benzyl ((2R,3R)-1-hydroxy-3-((tetrahydro-2H-pyran-4-yl)methoxy)butan-2-yl)carbamate OC[C@H]([C@@H](C)OCC1CCOCC1)NC(OCC1=CC=CC=C1)=O